trifluorosulfinic acid FS(=O)(O)(F)F